(2R,3R,4S,5R,6S)-2-(acetoxymethyl)-6-(2-(2-aminoethoxy)ethoxy)tetrahydro-2H-pyran-3,4,5-triyl triacetate C(C)(=O)O[C@@H]1[C@H](O[C@@H]([C@@H]([C@H]1OC(C)=O)OC(C)=O)OCCOCCN)COC(C)=O